COC1=NC(=CC=C1NC=1N=CC2=C(N1)C(=NC=C2)NCC(C)(C)C)S(=O)(=O)C N2-(2-methoxy-6-(methylsulfonyl)pyridin-3-yl)-N8-neopentylpyrido[3,4-d]pyrimidine-2,8-diamine